N1C=NC2=C1C=CC(=C2)N2C(C(=C(C2C2=CC=1C(=NSN1)C=C2)C(=O)C2CC2)O)=O 1-(1H-Benzoimidazol-5-yl)-5-benzo[c][1,2,5]thiadiazol-5-yl-4-cyclopropanecarbonyl-3-hydroxy-1,5-dihydro-pyrrol-2-one